BrC=1C=C(C(=CC1F)O)O 4-bromo-5-fluoro-benzene-1,2-diol